C1(CC1)S(=O)(=O)N1CN(C(C1)CC)N1C=NC=2C1=C1C(=NC2)NC=C1 1-(3-(cyclopropylsulfonyl)-5-ethylimidazolin-1-yl)-1,6-dihydroimidazo[4,5-d]pyrrolo[2,3-b]pyridine